2-((7-bromo-4-fluorobenzofuran-2-yl)methyl)isoindoline-1,3-dione BrC1=CC=C(C=2C=C(OC21)CN2C(C1=CC=CC=C1C2=O)=O)F